((2-(2,2-difluoro-3-hexylcyclopropyl)ethoxy)methyl)benzene FC1(C(C1CCCCCC)CCOCC1=CC=CC=C1)F